rhodium(III) chlorid [Rh](Cl)(Cl)Cl